2-cyclobutoxy-4,5-difluoroaniline C1(CCC1)OC1=C(N)C=C(C(=C1)F)F